BrC=1C=C(C=CC1)C[C@H](C(=O)O)C1CN(CC1(F)F)C(=O)OC(C)(C)C (2S)-3-(3-bromophenyl)-2-(1-tert-butoxycarbonyl-4,4-difluoro-pyrrolidin-3-yl)propionic acid